12-(4,4-difluoropiperidine-1-carboxamido)dodecanoic acid FC1(CCN(CC1)C(=O)NCCCCCCCCCCCC(=O)O)F